(R)-N-(3,3-difluoro-1-(methylsulfonyl)piperidin-4-yl)-5-(1-(2,2-difluoroethyl)-1H-benzo[d][1,2,3]triazol-6-yl)-6-fluoro-4-methoxypyrrolo[2,1-f][1,2,4]triazin-7-d-2-amine FC1(CN(CC[C@H]1NC1=NN2C(C(=N1)OC)=C(C(=C2[2H])F)C=2C=CC1=C(N(N=N1)CC(F)F)C2)S(=O)(=O)C)F